4-acetylpiperidine-1-carboxylate C(C)(=O)C1CCN(CC1)C(=O)[O-]